N-methyl-N-[1-(2-pyrimidin-2-yl-1,2,4-triazol-3-yl)ethyl]-5,7-bis(trifluoromethyl)isoquinolin-1-amine CN(C1=NC=CC2=C(C=C(C=C12)C(F)(F)F)C(F)(F)F)C(C)C=1N(N=CN1)C1=NC=CC=N1